2-[7-amino-6-[(E)-3-[4-(piperazin-1-ylmethyl)phenyl]prop-1-enyl]imidazo[1,2-a]piperidin-2-yl]phenol trifluoroacetate FC(C(=O)O)(F)F.NC1CC=2N(CC1\C=C\CC1=CC=C(C=C1)CN1CCNCC1)C=C(N2)C2=C(C=CC=C2)O